N-{[4-(1-methyl-1H-indazole-4-sulfonyl)phenyl]methyl}imidazo[1,2-a]pyridine-6-carboxamide CN1N=CC=2C(=CC=CC12)S(=O)(=O)C1=CC=C(C=C1)CNC(=O)C=1C=CC=2N(C1)C=CN2